3-(4-(tert-butyl)phenyl)-1-((2-((1-methoxypropan-2-yl)amino)pyridin-4-yl)methyl)-5,5-dimethylimidazolidine-2,4-dione C(C)(C)(C)C1=CC=C(C=C1)N1C(N(C(C1=O)(C)C)CC1=CC(=NC=C1)NC(COC)C)=O